6-(1H-pyrazol-5-yl)pyrimidin-4(3H)-one N1N=CC=C1C1=CC(NC=N1)=O